C(C)N1C2=CC=CC=C2C=2C=CC=CC12 N-ethylcarbazole